4-(2-Amino-2-methylpropanoyl)-N-(1-(4-((((trans)-4-aminocyclohexyl)amino)methyl)-3-methylphenyl)-2-oxo-1,2-dihydropyrimidin-4-yl)piperazine-1-carboxamide hydrochloride salt Cl.NC(C(=O)N1CCN(CC1)C(=O)NC1=NC(N(C=C1)C1=CC(=C(C=C1)CN[C@@H]1CC[C@H](CC1)N)C)=O)(C)C